2,6-dichloro-N-[2-(2-chlorophenyl)ethyl]-4-(trifluoromethyl)benzene-1-sulfonamide ClC1=C(C(=CC(=C1)C(F)(F)F)Cl)S(=O)(=O)NCCC1=C(C=CC=C1)Cl